N-((4-(2-chloropyrimidin-4-yl)bicyclo[2.2.2]octan-1-yl)methyl)-3-(3-cyclopropyl-1,2,4-oxadiazol-5-yl)aniline ClC1=NC=CC(=N1)C12CCC(CC1)(CC2)CNC2=CC(=CC=C2)C2=NC(=NO2)C2CC2